Cl.Cl.ClC=1C(=NC(=NC1)NC=1C=NN(C1)C)N1C[C@H]2CNC[C@@]2(C1)C trans-5-chloro-N-(1-methyl-1H-pyrazol-4-yl)-4-(3a-methylhexahydropyrrolo[3,4-c]pyrrol-2(1H)-yl)pyrimidin-2-amine bis-hydrochloride